BrC=1N=CC=2N(C1)C=C(N2)[C@@H]2N(CC(C2)C)C(=O)OC(C)(C)C tert-butyl (2R)-2-(6-bromoimidazo[1,2-a]pyrazin-2-yl)-4-methylpyrrolidine-1-carboxylate